5-[(3S,5R)-3-methyl-5-[methyl-[(4-piperazin-1-ylphenyl)methyl]amino]-1-piperidyl]quinoline-8-carbonitrile C[C@@H]1CN(C[C@@H](C1)N(CC1=CC=C(C=C1)N1CCNCC1)C)C1=C2C=CC=NC2=C(C=C1)C#N